O=C1NC(CCC[C@@H]1N1C(C2=CC=CC(=C2C1)CNC(OC(C)(C)C)=O)=O)=O (S)-tert-butyl ((2-(2,7-dioxoazepan-3-yl)-1-oxoisoindolin-4-yl)methyl)carbamate